Formamidium Chloride [Cl-].C(=O)[NH3+]